CN1N=CC(=C1C)C1=NN=C(O1)C(=O)N1[C@H](C2=C(CC1)NC=N2)C2=NN1C(C=CC=C1C(F)(F)F)=C2 (R)-(5-(1,5-dimethyl-1H-pyrazol-4-yl)-1,3,4-oxadiazol-2-yl)(4-(7-(trifluoromethyl)pyrazolo[1,5-a]pyridin-2-yl)-6,7-dihydro-1H-imidazo[4,5-c]pyridin-5(4H)-yl)methanone